C(C)(C)(C)OC(=O)N1CCN(CC1)C(C1=CC(=C(C=C1)OC)N1C(NC(CC1)=O)=O)=O 4-(3-(2,4-dioxotetrahydropyrimidin-1(2H)-yl)-4-methoxybenzoyl)piperazine-1-carboxylic acid tert-butyl ester